FC(CN[C@H](CO)C=CC)F (2S)-2-[(2,2-difluoroethyl)amino]pent-3-en-1-ol